OC(C(=O)O)(CC)P(=O)(OC)O hydroxyl-(methyl-phosphono)butyric acid